C(C1=CC=CC=C1)[C@H]1N(CCN(C1)S(=O)(=O)C)C=1N=CC2=C(N1)C=NN2C=2C=C(C(=C(C2)O)F)C(F)(F)F (R)-5-(5-(2-Benzyl-4-(methylsulfonyl)piperazin-1-yl)-1H-pyrazolo[4,3-d]pyrimidin-1-yl)-2-fluoro-3-(trifluoromethyl)phenol